CC1(CC2(C3=C(C=CC(=C13)C)C)C1=CC=CC=C1C=1C=CC(=CC12)N1C2=CC=CC=C2C=2C=CC=CC12)C 9-(3',3',4',7'-tetramethyl-2',3'-dihydro-spiro-[fluoren-9,1'-inden]-2-yl)-9H-carbazole